2-(3-Chlorophenyl)-2,2-difluoro-1-phenylethyl ((S)-3-cyclohexyl-1-(((S)-4-(ethylamino)-3,4-dioxo-1-((S)-2-oxopyrrolidin-3-yl)butan-2-yl)amino)-1-oxopropan-2-yl)carbamate C1(CCCCC1)C[C@@H](C(=O)N[C@@H](C[C@H]1C(NCC1)=O)C(C(=O)NCC)=O)NC(OC(C(F)(F)C1=CC(=CC=C1)Cl)C1=CC=CC=C1)=O